rac-(1S*,2S*)-2-(5-chloro-2-cyanophenyl)-N-(4-(((6-cyclopropylimidazo[1,2-a]pyridin-2-yl)methyl)amino)-6-methylpyridin-2-yl)cyclopropane-1-carboxamide ClC=1C=CC(=C(C1)[C@@H]1[C@H](C1)C(=O)NC1=NC(=CC(=C1)NCC=1N=C2N(C=C(C=C2)C2CC2)C1)C)C#N |r|